C(C)OC(=O)C1CCN(CC1)C1=NC(=C(N=C1Cl)I)CC(COC)COC 1-(3-chloro-5-iodo-6-(3-methoxy-2-(methoxymethyl)propyl)pyrazin-2-yl)piperidine-4-carboxylic acid ethyl ester